BrC=1C=C2C(=NC1N)CCO2 6-Bromo-2,3-dihydrofuro[3,2-b]pyridin-5-amine